NC1=C(N=CC(=N1)N1CCC2(CC1)C(C=1C(=NC=CC1)C2)(N)C)SC2=C(C(=NC=C2)N)Cl 1'-(6-amino-5-((2-amino-3-chloropyridin-4-yl)thio)pyrazin-2-yl)-5-methyl-5,7-dihydrospiro[cyclopenta[b]pyridine-6,4'-piperidin]-5-amine